COCC(=O)NC1(CNC1)C1=NC=CC=C1 2-methoxy-N-[3-(2-pyridyl)azetidin-3-yl]acetamide